ClC1=CC=C(C=C1)\C=C(/C(C=C)O)\C1=CC=CC=C1 (Z)-1-(4-chlorophenyl)-2-phenylpentan-1,4-dien-3-ol